N-(6-methoxypyridin-3-yl)-6-((3-methyloxetan-3-yl)methoxy)isoquinolin-1-amine COC1=CC=C(C=N1)NC1=NC=CC2=CC(=CC=C12)OCC1(COC1)C